COC1OCC(O1)COCCC(C(C(C(C(C(F)(F)F)(F)F)(F)F)(F)F)(F)F)(F)F 2-methoxy-4-(((3,3,4,4,5,5,6,6,7,7,8,8,8-tridecafluorooctyl)-oxy)methyl)-1,3-dioxolane